C(CC)[O-].[Na+] Natrium propanolat